C1(CCCC1)[C@@](C(=O)O)(O)C1=CC=CC=C1 |r| racemic-cyclopentylmandelic acid